(S)-(3-bromo-1-methyl-1H-1,2,4-triazol-5-yl)(4-(4-fluorobenzo[d]oxazol-2-yl)-6,7-dihydro-1H-imidazo[4,5-c]pyridin-5(4H)-yl)methanone BrC1=NN(C(=N1)C(=O)N1[C@@H](C2=C(CC1)NC=N2)C=2OC1=C(N2)C(=CC=C1)F)C